ClC=1C=C(C(=O)N2CC=3C(=NN4C3C(N(C[C@H]4C)[C@H](C)C4=CC=C(C=C4)S(=O)(=O)N)=O)C[C@H]2C)C=CC1Cl |o1:18| 4-((R*)-1-((3R,7R)-2-(3,4-dichlorobenzoyl)-3,7-dimethyl-10-oxo-1,2,3,4,7,8-hexahydropyrido[4',3':3,4]pyrazolo[1,5-a]pyrazin-9(10H)-yl)ethyl)benzenesulfonamide